3,3-dimethyl-2,3-dihydro-pyrrolo[3,2-c]pyridin CC1(CNC2=C1C=NC=C2)C